N1C=C(C2=CC=CC=C12)CC(=O)NC1=NC(=C(C=C1)Br)C 2-(1H-indol-3-yl)-N-(5-bromo-6-methylpyridin-2-yl)acetamide